C12CNCC(N1C1=NC=C(C(=N1)NC=1C=C3C=NNC3=CC1F)Cl)C2 N-(2-(3,6-diazabicyclo[3.1.1]hept-6-yl)-5-chloropyrimidin-4-yl)-6-fluoro-1H-indazol-5-amine